[cis-3-(4-fluorophenyl)cyclobutyl]oxyl-5-[3-(methoxymethoxy)-isoxazol-5-yl]-pyrazine FC1=CC=C(C=C1)[C@H]1C[C@H](C1)OC1=NC=C(N=C1)C1=CC(=NO1)OCOC